COC=1C=C(C=CC1)C1=NN(C=C1)C1=CC(=NC(=N1)OCCC1=C(N=CS1)C)N1[C@H]2[C@@H](CC1)OCC2 (3aR,6aR)-4-(6-(3-(3-methoxyphenyl)-1H-pyrazol-1-yl)-2-(2-(4-methylthiazol-5-yl)ethoxy)pyrimidin-4-yl)hexahydro-2H-furo[3,2-b]pyrrole